C(C1=CC=CC=C1)OC(CCC)SCC1=CC=CC=C1 butyraldehyde dibenzyl thioacetal